methyl-urethane acrylate C(C=C)(=O)O.CNC(=O)OCC